COC1=C(C=C(C=C1)CCC1=CC(=C(C(=C1)OC)OC)OC)O 2-methoxy-5-[2-(3,4,5-trimethoxyphenyl)ethyl]-phenol